difluorobenzothiadiazole tert-butyl-7-{4-[1-(2,6-dioxopiperidin-3-yl)-3-methyl-2-oxo-1,3-benzodiazol-5-yl]phenyl}-2,7-diazaspiro[4.4]nonane-2-carboxylate C(C)(C)(C)OC(=O)N1CC2(CC1)CN(CC2)C2=CC=C(C=C2)C2=CC1=C(N(C(N1C)=O)C1C(NC(CC1)=O)=O)C=C2.FC=2C=CC1=C(N=NS1)C2F